4-methoxyphenyl(dimethylamino)chlorophosphine COC1=CC=C(C=C1)P(Cl)N(C)C